O=C(CCNC(C=C)=O)CCCCCCCC N-3-oxoundecyl-acrylamide